N-(2-amino-5-ethyl-4-fluorophenyl)-N-methylmethanesulfonamide NC1=C(C=C(C(=C1)F)CC)N(S(=O)(=O)C)C